BrC=1C=NC=2CCN(CC2C1)C(C)C1=C(C=CC=C1)OC(F)(F)F 3-bromo-6-(1-(2-(trifluoromethoxy)phenyl)ethyl)-7,8-dihydro-1,6-naphthyridine